CC1=CC(=O)[C@H]([C@]2([C@H]1C[C@@H]3[C@]45[C@@H]2[C@H]([C@@H]([C@]([C@@H]4CC(=O)O3)(OC5)C)O)O)C)O The molecule is a quassinoid isolated from Ailanthus malabarica and Quassia indica and has been shown to exhibit cytotoxic activity. It has a role as a metabolite and an antineoplastic agent. It is a delta-lactone, a cyclic ether, an enone, an organic heteropentacyclic compound, a quassinoid, a secondary alcohol, a triol and a secondary alpha-hydroxy ketone.